C(C1=CC=CC=C1)N1C(C2(CC1)CC(CCC2)O[Si](C2=CC=CC=C2)(C2=CC=CC=C2)C(C)(C)C)=O 2-benzyl-7-((tert-butyl-diphenyl-silyl)oxy)-2-azaspiro[4.5]decan-1-one